C(C)C=1C(=C(C(=C(C1)C1=CC=CC=C1)C)C(=O)O)C 5-ethyl-2,4-dimethyl-[1,1'-biphenyl]-3-carboxylic acid